CC([O-])CC.[Sn+4].CC([O-])CC.CC([O-])CC.CC([O-])CC tin sec-butoxide